FC1=C(OC2=C(C=3C=NN(C3C=C2)C)N)C(=CC=C1)C 5-(2-fluoro-6-methyl-phenoxy)-1-methyl-indazol-4-amine